CC1(CN(CCN1)C1=NC(=NC=C1)C1=CN=C2N1C=C(C=C2)C(F)(F)F)C 3-(4-(3,3-dimethylpiperazin-1-yl)pyrimidin-2-yl)-6-(trifluoromethyl)imidazo[1,2-a]pyridine